5-(4-methylpiperazin-1-yl)pyridin CN1CCN(CC1)C=1C=CC=NC1